4-((3-(2,4-dimethylthiazol-5-yl)-6-oxopyridazin-1(6H)-yl)methyl)piperidine-1-carboxylic acid tert-butyl ester C(C)(C)(C)OC(=O)N1CCC(CC1)CN1N=C(C=CC1=O)C1=C(N=C(S1)C)C